tri(n-butyl)ammonium tetra(2,3,4,6-tetrafluorophenyl)borate FC1=C(C(=CC(=C1F)F)F)[B-](C1=C(C(=C(C=C1F)F)F)F)(C1=C(C(=C(C=C1F)F)F)F)C1=C(C(=C(C=C1F)F)F)F.C(CCC)[NH+](CCCC)CCCC